3-[6-(3-furyl)imidazo[1,2-b]pyridazin-3-yl]phenol O1C=C(C=C1)C=1C=CC=2N(N1)C(=CN2)C=2C=C(C=CC2)O